The molecule is a trienoic fatty acid that is (6E,8Z,11Z)-icosatrienoic acid carrying an additional oxo substituent at position 5. It has a role as a human xenobiotic metabolite. It is an oxo fatty acid, a long-chain fatty acid and a trienoic fatty acid. It derives from a (5Z,8Z,11Z)-icosatrienoic acid. It is a conjugate acid of a 5-oxo-ETrE(1-). CCCCCCCC/C=C\\C/C=C\\C=C\\C(=O)CCCC(=O)O